iron-aluminum sulfide [S-2].[Al+3].[Fe+2]